2-(3,4-difluorophenyl)-5-amino-4-hydroxy-3(2H)-furanone FC=1C=C(C=CC1F)C1OC(=C(C1=O)O)N